[Mg+2].[OH-].[Mg+2].[OH-].[OH-].[OH-] magnesium hydroxide, magnesium salt